4-chloro-3-(4-((S)-2-(3-ethylisoxazole-4-carboxamido)-2-((1r,4S)-4-(trifluoromethyl)cyclohexyl)acetamido)phenyl)-2-methylpyridine 1-oxide ClC1=C(C(=[N+](C=C1)[O-])C)C1=CC=C(C=C1)NC([C@H](C1CCC(CC1)C(F)(F)F)NC(=O)C=1C(=NOC1)CC)=O